N-(4'-amino-5-(methoxymethyl)-[2,3'-bipyridin]-6'-yl)acetamide TFA salt OC(=O)C(F)(F)F.NC1=C(C=NC(=C1)NC(C)=O)C1=NC=C(C=C1)COC